N-(6-(1-Isopropyl-1H-pyrazol-3-yl)-5-methyl-2-(1-methyl-1H-imidazol-2-yl)pyrrolo[2,1-f][1,2,4]triazin-4-yl)-1,3,4-oxadiazol-2-amine C(C)(C)N1N=C(C=C1)C=1C(=C2C(=NC(=NN2C1)C=1N(C=CN1)C)NC=1OC=NN1)C